[Si](C)(C)(C(C)(C)C)OC[C@](CCCC)(C)NC=1C2=C(N=C(N1)NCC1=C(C=C(C=C1)OC)OC)C=CN=C2 (R)-N4-(1-((tert-butyldimethylsilyl)oxy)-2-methylhex-2-yl)-N2-(2,4-dimethoxybenzyl)pyrido[4,3-d]pyrimidine-2,4-diamine